7-bromoimidazo[2,1-F][1,2,4]triazine-4-amine BrC1=CN=C2C(=NC=NN21)N